((2-(((S)-3,3-dimethyl-1-oxo-1-((2S,4S)-4-phenoxy-2-((5-phenylthiazol-2-yl)carbamoyl)pyrrolidin-1-yl)butan-2-yl)carbamoyl)benzo[b]thiophen-5-yl)difluoromethyl)phosphonic acid CC([C@@H](C(N1[C@@H](C[C@@H](C1)OC1=CC=CC=C1)C(NC=1SC(=CN1)C1=CC=CC=C1)=O)=O)NC(=O)C1=CC2=C(S1)C=CC(=C2)C(F)(F)P(O)(O)=O)(C)C